(3E)-3-(bromomethyl)pentan-1,3-diene BrC\C(\C=C)=C\C